1,10-bis(phenylsulfonyl-diazomethylsulfonyl)decaneN C1(=CC=CC=C1)S(=O)(=O)C(S(=O)(=O)C=CCCCCCCCCS(=O)(=O)C(=[N+]=[N-])S(=O)(=O)C1=CC=CC=C1)=[N+]=[N-]